C(CCCCCCCCCCC)C1=C(C=CC=C1)C(Cl)(C1=C(C=CC=C1)CCCCCCCCCCCC)C1=C(C=CC=C1)CCCCCCCCCCCC tri(dodecylphenyl)chloromethane